5-(bromomethyl)-2-methoxybenzoic acid methyl ester COC(C1=C(C=CC(=C1)CBr)OC)=O